FC1(CCN(CC1)C1=CC(=CC(=N1)NC(C1=C(C=C(C=C1)NS(=O)(=O)C)N1CCC2(CC2)CC1)=O)C)F N-(6-(4,4-Difluoropiperidin-1-yl)-4-methylpyridin-2-yl)-4-(methylsulfonamido)-2-(6-azaspiro[2.5]octan-6-yl)benzamide